NCC1CN(C=2C=CC=C(C2C1)O)C1=CC=C(C=C1)C(F)(F)F 3-(aminomethyl)-1-(4-(trifluoromethyl)phenyl)-1,2,3,4-tetrahydroquinolin-5-ol